N5-((R)-3-(((R)-2-amino-2-carboxyethyl)disulfanyl)-1-((carboxymethyl)amino)-1-oxopropan-2-yl)-L-glutamine N[C@@H](CSSC[C@@H](C(=O)NCC(=O)O)NC(CC[C@H](N)C(=O)O)=O)C(=O)O